Adenosylhomocysteine [C@@H]1([C@H](O)[C@H](O)[C@@H](CN[C@@H](CCS)C(=O)O)O1)N1C=NC=2C(N)=NC=NC12